6-bromo-2-(4-chlorophenylmethyl)-3-(4-chlorophenyl)-4-fluoro-3-((1-(hydroxymethyl)cyclopropyl)methoxy)isoindolin-1-one BrC1=CC(=C2C(N(C(C2=C1)=O)CC1=CC=C(C=C1)Cl)(OCC1(CC1)CO)C1=CC=C(C=C1)Cl)F